CC1=NN(C=C1N)C1OCCCC1 3-methyl-1-(tetrahydro-2H-pyran-2-yl)-1H-pyrazol-4-amine